OCC1=CC=C(C=C1)B(O)O 4-(hydroxy-methyl)phenylboronic acid